4-{[3-(3-chloro-5-{[(1r,4r)-4-(trifluoromethyl)cyclohexyl]oxy}phenyl)-4-(trifluoromethyl)-1H-pyrrolo[3,2-c]pyridin-1-yl]methyl}-1H-imidazole ClC=1C=C(C=C(C1)OC1CCC(CC1)C(F)(F)F)C1=CN(C2=C1C(=NC=C2)C(F)(F)F)CC=2N=CNC2